O[C@@H]([C@H](CO[C@@H]1[C@@H]([C@H]([C@H]([C@H](C1)COCCC)O)O)O)NC(=O)NCCCCCCCCCCCCCCCCCCCCCCCC)[C@@H](CCCCCCCCCCCCCC)O 1-((2S,3S,4R)-3,4-dihydroxy-1-{[(1S,2R,3S,4S,5R)-2,3,4-trihydroxy-5-(Propoxymethyl)cyclohexyl]oxy}octadecane-2-yl)-3-tetracosylurea